tetrapyridine diiron [Fe].[Fe].N1=CC=CC=C1.N1=CC=CC=C1.N1=CC=CC=C1.N1=CC=CC=C1